(1-(4-chlorophenyl)-2,2,2-trifluoroethyl)-5-fluoro-N-methylpyridine-3-sulfonamide ClC1=CC=C(C=C1)C(C(F)(F)F)C1=NC=C(C=C1S(=O)(=O)NC)F